(S)-(3-fluorophenyl)((2R,5R)-5-(4-methoxyphenyl)pyrrolidin-2-yl)-methanol acetate C(C)(=O)O[C@H]([C@@H]1N[C@H](CC1)C1=CC=C(C=C1)OC)C1=CC(=CC=C1)F